NC=C(C(=O)[O-])C1=C(C=CC=C1)Br 3-amino-2-(2-bromophenyl)acrylate